3-hydroxy-2-(quinoxaline-2-carbonyl)propionitrile OCC(C#N)C(=O)C1=NC2=CC=CC=C2N=C1